(2-fluorophenyl)(phenyl)chlorophosphine FC1=C(C=CC=C1)P(Cl)C1=CC=CC=C1